CCCCCCCCCCC(C)(C)C trimethylundecane